2-(4-((1H-benzo[d]imidazol-5-yl)oxy)butyl)isoindoline N1C=NC2=C1C=CC(=C2)OCCCCN2CC1=CC=CC=C1C2